4-ETHYL-PYRROL-3-YLBORONIC ACID C(C)C=1C(=CNC1)B(O)O